BrC1=CN(C=2N=CN=C(C21)N2C(CN(CC2)C(=O)OC(C)(C)C)(C)C)C2=NC=CC(=C2)Cl tert-butyl 4-(5-bromo-7-(4-chloropyridin-2-yl)-7H-pyrrolo[2,3-d]pyrimidin-4-yl)-3,3-dimethylpiperazine-1-carboxylate